[K+].FC(C(C(C(F)(F)F)(F)F)(F)F)(S(=O)(=O)[O-])F perfluoron-butylsulfonic acid, potassium salt